O1C[C@H](CC1)N1C2=NC(=NC=C2N=C1NC1=C(C=C(C=C1F)F)F)NC1CCC(CC1)O 4-[[9-[(3S)-oxolan-3-yl]-8-(2,4,6-trifluoroanilino)purin-2-yl]amino]cyclohexane-1-ol